tert-butyl 4-[2-[2-[2-[2-[2-(p-tolylsulfonyloxy)ethoxy]ethoxy]ethoxy]ethoxy]ethoxy]piperidine-1-carboxylate C1(=CC=C(C=C1)S(=O)(=O)OCCOCCOCCOCCOCCOC1CCN(CC1)C(=O)OC(C)(C)C)C